C(#N)C1=CC=C2C(=CC(=NC2=C1)C1=CC=C(C=C1)C(C)NS(=O)C(C)(C)C)C(=O)N1CCOCC1 N-(1-(4-(7-cyano-4-(morpholine-4-carbonyl)quinolin-2-yl)phenyl)ethyl)-2-methylpropane-2-sulfinamide